C(C)OC(C(C)(C)OC1=C(C=C(C=C1C)C([2H])([2H])N1N=CN(C1=O)C1=CC=C(C=C1)C(F)(F)F)C)=O 2-(2,6-Dimethyl-4-((5-oxo-4-(4-(trifluoromethyl)phenyl)-4,5-dihydro-1H-1,2,4-Triazol-1-yl)-dideuteriomethyl)phenoxy)-2-methylpropionic acid ethyl ester